C(C1=CC=CC=C1)N1CCN(CC1)CCNC(=O)C1=CC2=CC=C(C=C2C=C1)Br N-(2-(4-benzylpiperazin-1-yl)ethyl)-6-bromo-2-naphthamide